4-[({[(5-fluoro-2-oxo-1,3-dioxolan-4-yl)methyl]oxy}(oxy)-lambda4-thio)oxy]-2lambda6-1,2-oxathiolane-2,2-dione FC1C(OC(O1)=O)COO[SH2]OC1CS(OC1)(=O)=O